O1CCC2=C1C=CC(=C2)C=2C=CC(=[N+](C2)[O-])C(N[C@H]2CS(C=C2)(=O)=O)=O (R)-5-(2,3-dihydrobenzofuran-5-yl)-2-((1,1-dioxido-2,3-dihydrothiophen-3-yl)carbamoyl)pyridine 1-oxide